(3R,5R)-5-(3-((2-(azetidin-1-ylmethyl)pyrazolo[1,5-a]pyrazin-4-yl)amino)-1H-pyrazol-5-yl)tetrahydrofuran-3-yl isopropylcarbamate C(C)(C)NC(O[C@H]1CO[C@H](C1)C1=CC(=NN1)NC=1C=2N(C=CN1)N=C(C2)CN2CCC2)=O